6-bromo-2-((tert-butoxycarbonyl)(methyl)amino)-4-(1-ethoxyvinyl)nicotinic acid methyl ester COC(C1=C(N=C(C=C1C(=C)OCC)Br)N(C)C(=O)OC(C)(C)C)=O